C(C)(=O)N1CCC(CC1)C=1OC2=C(C(C1)=O)C=CC=1NC(=NC12)C(F)(F)F 8-(1-acetylpiperidin-4-yl)-2-(trifluoromethyl)chromeno[7,8-d]imidazol-6(3H)-one